FC1=C(C=CC=C1)N1CCC(CC1)CN1C[C@@H](C([C@@H](C1)O)O)O (3S,4r,5R)-1-((1-(2-fluorophenyl)piperidin-4-yl)methyl)piperidine-3,4,5-triol